O=S1(CC(CC1)CNC(=O)C1C(C2=CC=C(C=C2C1=O)OC=1C=C2C(C(C(C2=CC1)=O)C(NCC1CS(CC1)(=O)=O)=O)=O)=O)=O N-[(1,1-dioxo-1λ6-thiolan-3-yl)methyl]-5-[(2-{[(1,1-dioxo-1λ6-thiolan-3-yl)methyl]carbamoyl}-1,3-dioxo-2,3-dihydro-1H-inden-5-yl)oxy]-1,3-dioxo-2,3-dihydro-1H-indene-2-carboxamide